The molecule is a 7-hydroxyflavonol that is 3-methylgalangin substituted by a 1,1-dimethylallyl group at position 8. It is a 7-hydroxyflavonol, a dihydroxyflavone and a monomethoxyflavone. It derives from a galangin. CC(C)(C=C)C1=C(C=C(C2=C1OC(=C(C2=O)OC)C3=CC=CC=C3)O)O